C[N+](C)(C)CC(CC(=O)[O-])OC(=O)CC(=O)O Malonylcarnitine